(3S)-ethyl 8-(2-amino-6-(1-(4-carbamoyl-2-(3-methyl-1H-pyrazol-1-yl)phenyl)-2,2,2-trifluoroethoxy)pyrimidin-4-yl)-2,8-diazaspiro[4.5]decane-3-carboxylate NC1=NC(=CC(=N1)N1CCC2(C[C@H](NC2)C(=O)OCC)CC1)OC(C(F)(F)F)C1=C(C=C(C=C1)C(N)=O)N1N=C(C=C1)C